N1(N=CN=C1)CC1N=CNCC1 4-((1H-1,2,4-triazol-1-yl)methyl)-1,4,5,6-tetrahydropyrimidine